1,3,5-trivinyl-naphthalene C(=C)C1=CC(=CC2=C(C=CC=C12)C=C)C=C